1-Bromo-2-naphthoylguanidin BrC1=C(C=CC2=CC=CC=C12)C(=O)NC(=N)N